N-cyclohexanecarbonylisatoic anhydride C1(CCCCC1)C(=O)N1C=2C(C(=O)OC1=O)=CC=CC2